C1(C=CC=C1)[Ti](C1=C(C(=CC=C1F)CCNC(C(CCl)(C)C)=O)F)(C1=C(C(=CC=C1F)CCNC(C(CCl)(C)C)=O)F)C1C=CC=C1 di(cyclopentadienyl)-bis[2,6-difluoro-3-(2-(2,2-dimethyl-3-chloropropanoylamino)ethyl)phenyl]titanium